3-(3-ethyl-6-{[(oxan-4-yl)amino]methyl}-1H-indol-2-yl)prop-2-yn C(C)C1=C(NC2=CC(=CC=C12)CNC1CCOCC1)C#CC